NC=1C2=C(C(NN1)=O)N(N=C2C2=CC=C(C=C2)Br)C2CCCC2 4-amino-3-(4-bromophenyl)-1-cyclopentyl-1,6-dihydro-7H-pyrazolo[3,4-d]Pyridazin-7-one